(11R)-Dodecadien C=CC=CCCCCCCCC